FC1=C(C=CC=C1COC1=NC(=C(C(=N1)OC)CN1[C@@H](CCC1)C(=O)O)OC)C1=C(C(=CC=C1)OCCCN1CCN(CC1)C)C ((2-((2-fluoro-2'-methyl-3'-(3-(4-methylpiperazin-1-yl)propoxy)-[1,1'-biphenyl]-3-yl)methoxy)-4,6-dimethoxypyrimidin-5-yl)methyl)-L-proline